Tris((2-ethylhexyl)oxy)benzoic acid C(C)C(COC1=C(C(=C(C(=O)O)C=C1)OCC(CCCC)CC)OCC(CCCC)CC)CCCC